C(=O)C1=CC=C(C=C1)N1N=C(C=2CN(CCC21)C(=O)OC(C)(C)C)CC(=O)OC tert-butyl 1-(4-formylphenyl)-3-(2-methoxy-2-oxoethyl)-1,4,6,7-tetrahydro-5H-pyrazolo[4,3-c]pyridine-5-carboxylate